acryloyloxytrimethyl-ammonium C(C=C)(=O)O[N+](C)(C)C